OC=1C=CC=2N(N1)C=NN2 6-hydroxy-[1,2,4]triazolo[4,3-b]pyridazine